8-(2,6-difluorophenyl)-N2-(6-morpholinylpyridin-3-yl)pyrido[3,4-d]pyrimidine-2,4-diamine FC1=C(C(=CC=C1)F)C1=NC=CC2=C1N=C(N=C2N)NC=2C=NC(=CC2)N2CCOCC2